C(#N)C1=C(C=C(C=C1)NC1CCC(CC1)NC(=O)C1=C2C(=NC=C1)C=NN2)C(F)(F)F N-[(1s,4s)-4-{[4-cyano-3-(trifluoromethyl)phenyl]amino}cyclohexyl]-1H-pyrazolo[4,3-b]pyridine-7-carboxamide